FC1=CC(=C(N(CC2COC2)[C@@H]2CC[C@H](CC2)NC(OC(C)(C)C)=O)C=C1)OCOCC[Si](C)(C)C trans-tert-butyl N-[4-[4-fluoro-N-(oxetan-3-ylmethyl)-2-(2-trimethylsilylethoxymethoxy)anilino]cyclohexyl]carbamate